tert-Butyl 3-(1-benzyl-6-oxo-1,6-dihydropyridin-3-yl)piperidine-1-carboxylate C(C1=CC=CC=C1)N1C=C(C=CC1=O)C1CN(CCC1)C(=O)OC(C)(C)C